(Z)-N-((6-(N'-hydroxycarbamimidoyl)pyridazin-3-yl)methyl)-N-(3-(trifluoromethyl)phenyl)tetrahydro-2H-thiopyran-4-carboxamide 1,1-dioxide O\N=C(/N)\C1=CC=C(N=N1)CN(C(=O)C1CCS(CC1)(=O)=O)C1=CC(=CC=C1)C(F)(F)F